NCC(=O)NC1=C(C=CC(=C1)C(=O)N)C1=C(C=CC(=C1)F)C (2-aminoacetamido)-5'-fluoro-2'-methyl-[1,1'-biphenyl]-4-carboxamide